C(C)(C)(C)OC(=O)NC[C@H](C(C)(C)C)N1C(=CC2=C1N=C(N=C2)Cl)C(=O)O 7-[(1S)-1-[(tert-butoxycarbonylamino)methyl]-2,2-dimethyl-propyl]-2-chloro-pyrrolo[2,3-d]pyrimidine-6-carboxylic acid